FC1=C(CN[C@H]2[C@H](COCC2)OC)C=CC(=C1)C(F)(F)F (3R,4R)-N-(2-fluoro-4-(trifluoromethyl)benzyl)-3-methoxytetrahydro-2H-pyran-4-amine